1,1,1,3,3,3-hexafluoro-propan-2-yl (R or S)-1-((6-isopropoxy-pyridin-3-yl)carbamoyl)-6-azaspiro[2.5]octane-6-carboxylate C(C)(C)OC1=CC=C(C=N1)NC(=O)[C@@H]1CC12CCN(CC2)C(=O)OC(C(F)(F)F)C(F)(F)F |o1:13|